C(C(C)C)[C](F)Cl isobutyl-chlorofluoro-carbon